FC(C=1C=CC=2N(C1)C(=CN2)C2=NC=CC(=N2)N2C(C(NCC2)CNS(=O)(=O)C)C(F)(F)F)F N-((4-(2-(6-(difluoromethyl)imidazo[1,2-a]pyridin-3-yl)pyrimidin-4-yl)-3-(trifluoromethyl)piperazin-2-yl)methyl)methanesulfonamide